FC=1C=C(CN2N=NC(=C2)CNC2=NC=3N([C@H](C(NC3C(=N2)C)=O)C(C)C)C)C=C(C1OC)F (S)-2-(((1-(3,5-difluoro-4-methoxybenzyl)-1H-1,2,3-triazol-4-yl)methyl)amino)-7-isopropyl-4,8-dimethyl-7,8-dihydropteridin-6(5H)-one